(7-Benzyl-2-azaspiro[3.5]nonan-2-yl)((1s,3s)-3-hydroxy-3-methylcyclobutyl)methanon C(C1=CC=CC=C1)C1CCC2(CN(C2)C(=O)C2CC(C2)(C)O)CC1